(2-FORMYL-PHENYL)-CARBAMIC ACID BENZYL ESTER C(C1=CC=CC=C1)OC(NC1=C(C=CC=C1)C=O)=O